3'-amino-N,N-dimethyl-5'-(1H-tetrazol-5-yl)-[1,1'-biphenyl]-4-carboxamide NC=1C=C(C=C(C1)C1=NN=NN1)C1=CC=C(C=C1)C(=O)N(C)C